(3-(trifluoromethoxy)phenyl)octahydro-2H-benzo[b][1,4]oxazine hydrochloride Cl.FC(OC=1C=C(C=CC1)C1CNC2C(O1)CCCC2)(F)F